3-(Diethoxyphosphinoyloxy)-1,2,3-benzotriazin-4(3H)-one C(C)OP(=O)(ON1N=NC2=C(C1=O)C=CC=C2)OCC